C(C1=CC=CC=C1)OC1=C(C=C(C=C1)C(C)(C)C)S(=O)(=O)NC(=O)C=1OC2=C(C1)C(=CC(=C2)C2CC2)F N-[(2-(Benzyloxy)-5-(tert-butyl)phenyl)sulfonyl]-6-cyclopropyl-4-fluorobenzofuran-2-carboxamide